4,4-difluoro-N-(6-(1-methyl-5-(pyrrolidin-1-ylmethyl)-1H-pyrazol-4-yl)isoquinolin-3-yl)cyclohexane-1-carboxamide tin (IV) t-butoxide CC(C)(C)[O-].[Sn+4].FC1(CCC(CC1)C(=O)NC=1N=CC2=CC=C(C=C2C1)C=1C=NN(C1CN1CCCC1)C)F.CC(C)(C)[O-].CC(C)(C)[O-].CC(C)(C)[O-]